C1(CCCCC1)N1N=CC=C1NC(OC(C)(C)C)=O tert-Butyl (1-cyclohexyl-1H-pyrazol-5-yl)carbamate